3-hydroxy-2-(3-(4-methylpiperazin-1-yl)phenyl)propan-1-one OCC(C=O)C1=CC(=CC=C1)N1CCN(CC1)C